(S)-(+)-camphorsulfonic acid [C@]12(C(=O)CC(CC1)C2(C)C)CS(=O)(=O)O